2,4-dioxo-1-((tetrahydro-2H-pyran-4-yl)methyl)-1,2,3,4-tetrahydropyrimidine-5-carboxamide O=C1N(C=C(C(N1)=O)C(=O)N)CC1CCOCC1